6-tert-butyl-N-[2-(dimethylamino)ethyl]-1-(propan-2-yl)-1H-pyrazolo[3,4-b]pyridine-4-carboxamide C(C)(C)(C)C=1C=C(C2=C(N1)N(N=C2)C(C)C)C(=O)NCCN(C)C